methyl (trans)-3-sulfamoylcyclobutane-1-carboxylate S(N)(=O)(=O)[C@@H]1C[C@H](C1)C(=O)OC